N[C@@H](CC(=O)O)C(=O)O.N[C@@H](CC(N)=O)C(=O)O asparagine aspartate